4,4'-[1-{4-[1-(3,5-dimethyl-4-hydroxyphenyl)-1-methylethyl]phenyl}ethylene]bis(2,6-dimethylphenol) CC=1C=C(C=C(C1O)C)C(C)(C)C1=CC=C(C=C1)C(CC1=CC(=C(C(=C1)C)O)C)C1=CC(=C(C(=C1)C)O)C